C1(=CC=CC=C1)C=1OC2=C(N1)C=C(C=C2)C(=O)O 2-Phenyl-1,3-benzoxazole-5-carboxylic acid